O=C1NC(CCC1N1C(N(C2=C1C=CC(=C2)OC)C)=O)=O 1-(2,6-dioxo-3-piperidyl)-5-methoxy-3-methyl-2-oxo-benzoimidazole